FC1=CC=C(CN2CCC3(CN(C([C@@H](O3)C)=O)C)CC2)C=C1 (S)-9-(4-fluorobenzyl)-2,4-dimethyl-1-oxa-4,9-diazaspiro[5.5]undecan-3-one